FC(C1=NN2C(N=C(C=C2NCC2(CN(C2)C(=O)OC(C)(C)C)C2=CC=C(C=C2)F)C(F)(F)F)=C1)F tert-butyl 3-(((2-(difluoromethyl)-5-(trifluoromethyl)pyrazolo[1,5-a]pyrimidin-7-yl)amino)methyl)-3-(4-fluorophenyl)azetidine-1-carboxylate